C(C)(=O)O[C@H]1[C@@H](SC2=CC(=C(C(=C2)Cl)F)Cl)O[C@@H]([C@@H]([C@@H]1N1N=NC(=C1)C=1N=C(SC1)N)OC(C)=O)COC(C)=O 3,5-dichloro-4-fluorophenyl 2,4,6-tri-O-acetyl-3-[4-(2-aminothiazol-4-yl)-1H-1,2,3-triazol-1-yl]-3-deoxy-1-thio-α-D-galactopyranoside